C(C1CO1)OC(C=1C(C(=O)OCC2CO2)=CC=CC1)=O.C1CCCC2=CC=CC=C12 tetralin diglycidyl-phthalate